3-(5-(((1S,2R)-2-(3-hydroxypyrrolidin-1-yl)cyclopentyl)oxy)-1-oxoisoindolin-2-yl)piperidine-2,6-dione OC1CN(CC1)[C@H]1[C@H](CCC1)OC=1C=C2CN(C(C2=CC1)=O)C1C(NC(CC1)=O)=O